2-((2-((4-(4-((2-(2,6-dioxopiperidin-3-yl)-1,3-dioxoisoindoline-5-yl)methyl)piperazin-1-yl)-2-methoxyphenyl)amino)-5-(trifluoromethyl)pyridin-4-yl)amino)-N-methylbenzamide O=C1NC(CCC1N1C(C2=CC=C(C=C2C1=O)CN1CCN(CC1)C1=CC(=C(C=C1)NC1=NC=C(C(=C1)NC1=C(C(=O)NC)C=CC=C1)C(F)(F)F)OC)=O)=O